1H,4'H-spiro[isoquinoline-4,1'-naphthalene]-1,3,4'(2H)-trione C12(C=CC(C3=CC=CC=C13)=O)C(NC(C1=CC=CC=C12)=O)=O